N-[3-chloro-4-[4-(1,1-dimethylpiperidin-1-ium-4-carbonyl)piperazine-1-carbonyl]phenyl]-1-methyl-5-[1-(4-methyl-1H-pyrazol-3-yl)-3-(trifluoromethyl)pyrazol-4-yl]imidazole-2-carboxamide ClC=1C=C(C=CC1C(=O)N1CCN(CC1)C(=O)C1CC[N+](CC1)(C)C)NC(=O)C=1N(C(=CN1)C=1C(=NN(C1)C1=NNC=C1C)C(F)(F)F)C